ClC=1N=C(C2=C(N1)CC=1C=C(C=CC12)Cl)OC 2,7-dichloro-4-methoxy-9H-indeno[2,1-d]pyrimidine